ClC=1C=C(OCCNC2CCC(C2)C(=O)N[C@@H](C)C2=CC=C(C(=O)OC)C=C2)C=CC1 Methyl 4-[(1S)-1-[[4-(2-(3-chlorophenoxy)ethylamino)cyclopentanecarbonyl]amino]ethyl]benzoate